NC=1SN=C2N(C(N(C(C21)=O)C2CCC(CC2)CN2C(NC(C2(C)C)=O)=O)=O)CCCC 3-amino-7-butyl-5-((1s,4s)-4-((5,5-dimethyl-2,4-dioxoimidazolidin-1-yl)methyl)cyclohexyl)isothiazolo[3,4-d]pyrimidine-4,6(5H,7H)-dione